(2S,4R)-N-[3-(cyclopropylsulfonylamino)propyl]-1-[(2S)-2-(4-cyclopropyltriazol-1-yl)-3,3-dimethyl-butanoyl]-4-hydroxy-pyrrolidine-2-carboxamide C1(CC1)S(=O)(=O)NCCCNC(=O)[C@H]1N(C[C@@H](C1)O)C([C@H](C(C)(C)C)N1N=NC(=C1)C1CC1)=O